N-[rac-(2R,3S)-1-[1-(4-fluorophenyl)imidazo[1,5-a]pyridin-6-yl]-5-oxo-2-phenylpyrrolidin-3-yl]cyclopropanesulfonamide FC1=CC=C(C=C1)C=1N=CN2C1C=CC(=C2)N2[C@@H]([C@H](CC2=O)NS(=O)(=O)C2CC2)C2=CC=CC=C2 |r|